1-ethyl-3-methylimidazolium malononitrile salt C(CC#N)#N.C(C)N1C=[N+](C=C1)C